C=1(C(=CC(=CC1)C(=O)[O-])C(=O)[O-])C(=O)[O-] benzene-1,2,4-tricarboxylate